2-(But-3-en-1-yl)-2-methyloxirane C(CC=C)C1(OC1)C